O=C(C(=O)O)CCSC α-Keto-γ-(methylthio)butyric acid